tert-butyl 2-{[3-(methanesulfonylmethyl) phenyl] amino}-5H,6H,7H,8H-pyrido[3,4-d]pyrimidine-7-carboxylate CS(=O)(=O)CC=1C=C(C=CC1)NC=1N=CC2=C(N1)CN(CC2)C(=O)OC(C)(C)C